4-amino-7-chloro-N,1-dimethyl-N-((3R)-6-(trifluoromethyl)-2,3-dihydrofuro[2,3-b]pyridin-3-yl)-1H-pyrazolo[4,3-c]quinoline-8-carboxamide NC1=NC=2C=C(C(=CC2C2=C1C=NN2C)C(=O)N([C@H]2COC1=NC(=CC=C12)C(F)(F)F)C)Cl